CC(C(=O)O)(CC(=O)O)P(=O)(O)O α-methyl-phosphonosuccinic acid